COC(C1=C(C=CC=C1)C1=NC(=NC=C1C(F)(F)F)NC=1C=NN(C1)C1CCOCC1)=O (2-((1-(tetrahydro-2H-pyran-4-yl)-1H-pyrazol-4-yl)amino)-5-(trifluoromethyl)pyrimidin-4-yl)benzoic acid methyl ester